C(C1=CC=CC=C1)OC(=O)NC[C@@H](C(=O)NCCCCCC)N(C(OC(C)(C)C)=O)CCCCCCCC tert-butyl (S)-(3-(((benzyloxy)carbonyl)amino)-1-(hexylamino)-1-oxopropan-2-yl)(octyl)carbamate